2-(2-oxo-2-(propylamino)ethyl)isoquinolin-2-ium O=C(C[N+]1=CC2=CC=CC=C2C=C1)NCCC